(Z)-2-fluoro-styrene FC1=C(C=C)C=CC=C1